FC1(CCN(CCC1)C1=NC2=NC=CC=C2C=C1C(=O)NC=1C=C(C(=O)O)C=CC1)F 3-(2-(4,4-difluoroazepan-1-yl)-1,8-naphthyridine-3-carboxamido)benzoic acid